FC(C(C)NCC)F 2-((1,1-difluoropropan-2-yl)amino)ethane